N-((R)-1-(4-(ethylsulfonyl)phenyl)-2-hydroxyethyl)-2-((2S,4R)-2-((((R)-tetrahydrofuran-3-yl)oxy)methyl)-4-(4-(trifluoromethyl)phenoxy)pyrrolidin-1-yl)pyrimidine-5-carboxamide C(C)S(=O)(=O)C1=CC=C(C=C1)[C@H](CO)NC(=O)C=1C=NC(=NC1)N1[C@@H](C[C@H](C1)OC1=CC=C(C=C1)C(F)(F)F)CO[C@H]1COCC1